1-cyclohexyl-2-(m-tolyl)-1,6-dihydrodipyrrolo[2,3-b:2',3'-d]Pyridine C1(CCCCC1)N1C(=CC=2C1=C1C(=NC2)NC=C1)C=1C=C(C=CC1)C